C(#N)C[C@@H](CC(=O)OCC)O ethyl (S)-(-)-4-cyano-3-hydroxybutyrate